C1(CCCCCC1)NC(C(C1CCN(CC1)CC)N(C(CCCCCCCCCCCCC)=O)CC(CCCCCCCCCCCC)CCCCCCCCCC)=O N-(2-(cycloheptylamino)-1-(1-ethylpiperidin-4-yl)-2-oxoethyl)-N-(2-decyltetradecyl)tetradecanamide